6-(4-Bromo-2-meth-ylbenzyl)-6,7-dihydro-5H-pyrrolo[3,4-b]-pyridin-5-one-7,7-d2 BrC1=CC(=C(CN2C(C3=NC=CC=C3C2=O)([2H])[2H])C=C1)C